NC1=C2C(=NC=N1)N(N=C2C(F)F)CCC=2C(=C(C(=C(C2)Cl)F)C2CN(C2)C(=O)OC(C)(C)C)OC tert-Butyl 3-(3-{[4-amino-3-(difluoromethyl)-1H-pyrazolo[3,4-d]pyrimidin-1-yl]ethyl}-5-chloro-6-fluoro-2-methoxyphenyl)azetidine-1-carboxylate